C1(CCC(C)O1)=O 4-Valerolacton